C1(CCCC1)CC(=O)N1CC2=C(CC1)N=C(S2)C=2C=NC(=CC2)C 2-cyclopentyl-1-(2-(6-methylpyridin-3-yl)-6,7-dihydrothiazolo[5,4-c]pyridin-5(4H)-yl)ethan-1-one